C(C1=CC=CC=C1)OC=1C(C(N=C(C1)C1=C(C=C(C=C1C)C(C)(C)C)OC1=C(C=C(C=C1)F)OC)C)(C)COCC 4-benzyloxy-6-[4-tert-butyl-2-(4-fluoro-2-methoxy-phenoxy)-6-methyl-phenyl]-3-(ethoxymethyl)-2-methyl-3-methyl-pyridine